N-(2,5-difluoro-3-{1-[5-(piperazin-1-yl)pyrimidin-2-yl]-3-(pyridin-4-yl)pyrazol-4-yl}phenyl)pyrrolidine-1-sulfonamide trifluoroacetic acid salt FC(C(=O)O)(F)F.FC1=C(C=C(C=C1C=1C(=NN(C1)C1=NC=C(C=N1)N1CCNCC1)C1=CC=NC=C1)F)NS(=O)(=O)N1CCCC1